2-(chloromethyl)imidazo[1,2-a]pyridine-6-carboxylic acid methyl ester COC(=O)C=1C=CC=2N(C1)C=C(N2)CCl